FC=1C(=NC=CC1)C1C(CC1)C=1NC(C2=C(N1)N(N=C2C#N)C(C)C=2C=NC(=CC2)C(F)(F)F)=O 6-(2-(3-Fluoropyridin-2-yl)cyclobutyl)-4-oxo-1-(1-(6-(trifluoromethyl)pyridin-3-yl)ethyl)-4,5-dihydro-1H-pyrazolo[3,4-d]pyrimidin-3-carbonitril